COC1=CC=CC2=C1N(C=N2)C 7-methoxy-1-methyl-benzimidazole